[Cl-].[Cl-].CCC(C(C)(C)C)(C)N[Ti+2]C1C=CC=C1 tetramethyl-cyclopentadienyl-tertiary butylamino-titanium dichloride